N1C(=NC2=C1C=CC=C2)C(N2C(C1=C(C=C2)C=C(S1)C1=CC=C(C=C1)C1CCN(CC1)C)=O)C1=C(C=CC(=C1)F)O 6-[1H-benzimidazol-2-yl-(5-fluoro-2-hydroxy-phenyl)methyl]-2-[4-(1-methyl-4-piperidinyl)phenyl]Thieno[2,3-c]Pyridin-7-one